C(C1=CC=CC=C1)N1CC([C@@H]2N(CC[C@@H]21)C(CC(C(=O)OC)(C)C)=O)(F)F methyl 4-((cis)-4-benzyl-6,6-difluorohexahydropyrrolo[3,2-b]pyrrol-1(2H)-yl)-2,2-dimethyl-4-oxobutyrate